1-(2-(2'-cyano-[1,1'-biphenyl]-4-yl)propan-2-yl)-3-(2-(2,6-dioxopiperidin-3-yl)-1-oxoisoindolin-5-yl)urea C(#N)C1=C(C=CC=C1)C1=CC=C(C=C1)C(C)(C)NC(=O)NC=1C=C2CN(C(C2=CC1)=O)C1C(NC(CC1)=O)=O